C(C)(C)(C)OC(=O)N1CC=2N=C(N=C(C2C1)NCCC1=CNC2=CC(=CC=C12)OC)C=1C=NC=C(C1)F (5-Fluoropyridin-3-yl)-4-{[2-(6-methoxy-1H-indol-3-yl)ethyl]amino}-5H,6H,7H-pyrrolo[3,4-d]pyrimidine-6-carboxylic acid tert-butyl ester